C(C)(C)(C)OC(=O)N1CC(C1)N1N=CC(=C1)C1=NC(=NC(=C1)C(F)(F)F)N1[C@H]([C@@H](C1)O)C 3-[4-[2-[(2S,3R)-3-hydroxy-2-methyl-azetidin-1-yl]-6-(trifluoromethyl)pyrimidin-4-yl]pyrazol-1-yl]azetidine-1-carboxylic acid tert-butyl ester